5-[1-(2-Fluoro-4-hydroxy-phenyl)-3-(trifluoromethyl)pyrazol-4-yl]-N-[3-fluoro-4-(piperazine-1-carbonyl)phenyl]-1-methyl-imidazole-2-carboxamide FC1=C(C=CC(=C1)O)N1N=C(C(=C1)C1=CN=C(N1C)C(=O)NC1=CC(=C(C=C1)C(=O)N1CCNCC1)F)C(F)(F)F